N1=C(C=CC=C1)C1(CC2(OCC1)CC1CC1C2)C(C)N (4'-(pyridin-2-yl)tetrahydrospiro[bicyclo[3.1.0]hexane-3,2'-pyran]-4'-yl)ethanamine